(2-(1,4-dioxaspiro[4.5]decane-8-yl)pyridin-3-yl)methanol O1CCOC12CCC(CC2)C2=NC=CC=C2CO